methyl 3-(thiophene-3-oxy)propionate S1C=C(C=C1)OCCC(=O)OC